5-(4-amino-2-{4-[(2-fluoroacrylamido)]phenyl}-7-(3-hydroxy-3-methylbut-1-ynyl)-1-methylpyrrolo[3,2-c]pyridin-3-yl)-3-chloro-N-(2,2,2-trifluoroethyl)pyridine-2-carboxamide NC1=NC=C(C2=C1C(=C(N2C)C2=CC=C(C=C2)NC(C(=C)F)=O)C=2C=C(C(=NC2)C(=O)NCC(F)(F)F)Cl)C#CC(C)(C)O